1-{9-[(2R,4S,5R)-4-Hydroxy-5-(hydroxymethyl)tetrahydrofur-2-yl]-N-adenineyl}-6-guanidino-1,2-hexanedione O[C@H]1C[C@@H](O[C@@H]1CO)N1C2=NC=NC(=C2N=C1)NC(C(CCCCNC(=N)N)=O)=O